OC(C(=O)C1=CC=C(C=C1)CC1=CC=C(C=C1)C(C(C)(C)O)=O)(C)C 2-hydroxy-1-{4-[4-(2-hydroxy-2-methylpropionyl)benzyl]-phenyl}-2-methylpropan-1-one